C(CCCCCCCCCCC)(=O)[O-].C(CCCCCCCCCCC)(=O)[O-].C(CCC)[Sn+2]CCCC.[Zn+2] zinc dibutyltin dilaurate